BrC=1C=CC=C2C=NC(=NC12)NC1=C(C=C(C=C1)N1CCN(CC1)C)OC 8-bromo-N-(2-methoxy-4-(4-methylpiperazin-1-yl)phenyl)quinazolin-2-amine